C(#N)N1CC(CC1)C1=CC(=NN1)C=1C=C(C(=O)N)C=CC1 3-(5-(1-Cyanopyrrolidin-3-yl)-1H-pyrazol-3-yl)benzamide